3-(((3-(dimethylamino)propoxy)carbonyl)oxy)-2-((((E)-3-pentylnon-2-enoyl)oxy)methyl)propyl (9Z,12Z)-octadeca-9,12-dienoate C(CCCCCCC\C=C/C\C=C/CCCCC)(=O)OCC(COC(=O)OCCCN(C)C)COC(\C=C(\CCCCCC)/CCCCC)=O